C(\C=C\C)(=O)N1C[C@@](CC1)(C1=C(C(=CC=C1F)Cl)Cl)NC=1C=C2C(N(C=NC2=C(C1)F)CC(=O)N)=O (R,E)-2-(6-((1-(But-2-enoyl)-3-(2,3-dichloro-6-fluorophenyl)pyrrolidin-3-yl)amino)-8-fluoro-4-oxoquinazolin-3(4H)-yl)acetamide